C(C)(C)(C)C1=CC=C(C=C1)C1=CN2CCCC3=CC=CC1=C23 (4-(tert-butyl)phenyl)-5,6-dihydro-4H-pyrrolo[3,2,1-ij]quinoline